2-{5-[(5-bromo-2-nitrophenyl)amino]-2,2-dimethylpiperidin-1-yl}ethanol BrC=1C=CC(=C(C1)NC1CCC(N(C1)CCO)(C)C)[N+](=O)[O-]